N-(4-chlorophenyl)-2-[[(1S,2R)-2-(methanesulfonamido)cyclohexanecarbonyl]amino]-5,6-dihydro-4H-cyclopenta[b]thiophene-3-carboxamide ClC1=CC=C(C=C1)NC(=O)C=1C2=C(SC1NC(=O)[C@@H]1[C@@H](CCCC1)NS(=O)(=O)C)CCC2